methyl 7-(cyclopropanecarbonyl)-2-methoxyquinoline-3-carboxylate C1(CC1)C(=O)C1=CC=C2C=C(C(=NC2=C1)OC)C(=O)OC